COC([C@@H](O)C)=O methyl-L-lactate